COC=1C=2N(C=C(C1)C=1C=NN(C1C)[C@H]1CNCCC1)N=CC2C#N 4-Methoxy-6-[5-methyl-1-[(3R)-piperidin-3-yl]pyrazol-4-yl]pyrazolo[1,5-a]pyridine-3-carbonitrile